C(C1=CC=CC=C1)(=O)[C@H]1N(CC2(CC2)C1)C([C@@H](CC(=O)NO)CC1CCCC1)=O (R)-4-((S)-6-Benzoyl-5-azaspiro[2.4]heptan-5-yl)-3-(cyclopentylmethyl)-N-hydroxy-4-oxobutanamide